FC1=C(C=C(C(=C1)OC)S(=O)(=O)N1C=CC2=CC=C(C=C12)F)NC(=O)C1=C(C(=O)O)C=CC=C1 2-((2-fluoro-5-((6-fluoro-1H-indol-1-yl)sulfonyl)-4-methoxyphenyl)carbamoyl)benzoic acid